(6,7-dichloro-1-methyl-1,3,4,5-tetrahydro-2H-pyrido[4,3-b]indol-2-yl)(5-fluoropyrimidin-2-yl)methanone ClC1=C(C=CC=2C3=C(NC12)CCN(C3C)C(=O)C3=NC=C(C=N3)F)Cl